N-ethyl-5-fluoro-2-(6-{3-fluoro-1-[(1R,3S,4S)-2-azabicyclo[2.2.2]octane-3-carbonyl]azetidin-3-yl}-3-methylimidazo[1,5-a]pyridin-8-yl)-N-(isopropyl)benzamide C(C)N(C(C1=C(C=CC(=C1)F)C=1C=2N(C=C(C1)C1(CN(C1)C(=O)[C@H]1NC3CCC1CC3)F)C(=NC2)C)=O)C(C)C